CC(=CCO)CC 3-methylpent-2-en-1-ol